2-((4,4,8-Trimethyltricyclo[6.3.1.02,5]dodecan-1-yl)oxy)pentan-1-ol CC1(CC2C3(CCCC(CCC12)(C3)C)OC(CO)CCC)C